(S)-N-((R)-4-methyl-1-(((R)-1-(methylamino)-1-oxo-5-phenylpentan-2-yl)amino)-1-oxopent-2-yl)piperidine-2-carboxamide CC(C[C@H](C(=O)N[C@@H](C(=O)NC)CCCC1=CC=CC=C1)NC(=O)[C@H]1NCCCC1)C